CN1CCC(CC1)NC(=O)[C@H]1CC12CCN(CC2)C(=O)OC(C(F)(F)F)C(F)(F)F 1,1,1,3,3,3-Hexafluoropropan-2-yl (S)-1-((1-methylpiperidin-4-yl)carbamoyl)-6-azaspiro[2.5]octan-6-carboxylat